(4-(5-fluoro-4-methylpyrimidin-2-yl)phenyl)carbazone FC=1C(=NC(=NC1)C1=CC=C(C=C1)NNC(=O)N=N)C